ClC=1C=C(C)C=CC1Cl 3,4-dichlorotoluene